FCCCN1CC(C1)=CC1=CC=C(C=C1)C1=C(CCCC2=C1C=CC(=C2)C(=O)O)C2=C(C(=CC=C2)C(F)(F)F)C 9-(4-((1-(3-fluoropropyl)azetidin-3-ylidene)methyl)phenyl)-8-(2-methyl-3-(trifluoromethyl)phenyl)-6,7-dihydro-5H-benzo[7]annulene-3-carboxylic acid